ClC(CC(CCC)Cl)N=C=N 1,3-dichloro-hexyl-carbodiimide